(2R,5S)-4-(2-(cyanomethyl)-4-methyl-5-oxo-4,5-dihydro-2H-pyrazolo[4,3-b]Pyridin-7-yl)-2,5-dimethylpiperazine-1-carboxylic acid tert-butyl ester C(C)(C)(C)OC(=O)N1[C@@H](CN([C@H](C1)C)C=1C=2C(N(C(C1)=O)C)=CN(N2)CC#N)C